2-(trimethylsilyl)ethyl-{3-[{(1R)-1-[1-benzyl-4-(2,5-difluorophenyl)-1H-pyrrol-2-yl]-2,2-dimethylpropyl}(chloroacetyl)amino]propyl} carbamate C(N)(OCCC(N(C(CCl)=O)[C@H](C(C)(C)C)C=1N(C=C(C1)C1=C(C=CC(=C1)F)F)CC1=CC=CC=C1)CC[Si](C)(C)C)=O